butane-1,2-dione 2-oxime C(C(CC)=NO)=O